OC[C@H](CC1=CC=CC=C1)NC1=C(C=NC=2N1N=C(C2)C2=CC=CC=C2)C(=O)NC (S)-7-((1-hydroxy-3-phenylpropan-2-yl)amino)-N-methyl-2-phenylpyrazolo[1,5-a]pyrimidine-6-carboxamide